5-(3-(1-(3,5-difluorophenyl)-1H-imidazol-4-yl)-2-fluoro-6-hydroxyphenyl)-1,2,5-thiadiazolidin-3-one 1,1-dioxide FC=1C=C(C=C(C1)F)N1C=NC(=C1)C=1C(=C(C(=CC1)O)N1CC(NS1(=O)=O)=O)F